The molecule is the beta,gamma-unsaturated ketone resulting from the hydrolysis of the methyl enol ether group of thebaine. It is a key intermediate in the biosynthesis of codeine and morphine in the opium poppy, Papaver somniferum. It is a morphinane alkaloid and an organic heteropentacyclic compound. It is a conjugate base of a neopinone(1+). It derives from a hydride of a morphinan. CN1CC[C@]23[C@@H]4C(=O)CC=C2[C@H]1CC5=C3C(=C(C=C5)OC)O4